N-(4-((5-(4-bromophenyl)-1H-pyrazol-3-yl)amino)-3-methylphenyl)methanesulfonamide BrC1=CC=C(C=C1)C1=CC(=NN1)NC1=C(C=C(C=C1)NS(=O)(=O)C)C